S(O)(O)(=O)=O.C(C)OCN1CN(C=C1)C 3-ethoxymethyl-1-methylimidazole bisulfate